O1C=C(C2=C1C=CC=C2)C[C@H](NC(C(NC2=NC=CC(=C2)N(C)C)=O)=O)B(O)O (R)-(2-(benzofuran-3-yl)-1-(2-oxo-2-((4-dimethylaminopyridin-2-yl)amino)acetamido)ethyl)boronic acid